NCCS(=O)(=O)[O-].[Na+].[Na+].NCCS(=O)(=O)[O-] disodium taurate